FC(C)(C)C1CCC(CC1)CN1[C@@H]([C@H]([C@@H]([C@H](C1)O)O)O)CO (2R,3R,4R,5S)-1-(((1s,4S)-4-(2-fluoropropan-2-yl)cyclohexyl)methyl)-2-(hydroxymethyl)piperidine-3,4,5-triol